(R)-3-(1-aminoethyl)-5-(difluoromethyl)aniline hydrochloride Cl.N[C@H](C)C=1C=C(N)C=C(C1)C(F)F